C(C)(C)(C)OC(=O)N1C2CN(CC1C2)CC2=NC1=C(N2)C=C(C=C1Cl)F 3-((4-chloro-6-fluoro-1H-benzo[d]imidazol-2-yl)methyl)-3,6-diazabicyclo[3.1.1]heptane-6-carboxylic acid tert-butyl ester